3-isopropyl-7-(methoxymethyloxy)-2-methyl-4-(2-methyl-4-pyridyl)quinoline C(C)(C)C=1C(=NC2=CC(=CC=C2C1C1=CC(=NC=C1)C)OCOC)C